(+)-(3AR,4S,6aR)-1-(5-(2-cyanopyridin-4-yl)oxazole-2-carbonyl)-4-methyl-hexahydropyrrolo[3,4-b]pyrrole-5(1H)-carbonitrile C(#N)C1=NC=CC(=C1)C1=CN=C(O1)C(=O)N1[C@@H]2[C@H](CC1)[C@@H](N(C2)C#N)C